N-(2-(6-amino-2-fluoro-8-((6-iodo-3-oxo-2,3-dihydro-1H-inden-5-yl)methyl)-9H-purin-9-yl)ethyl)ethanesulfonamide NC1=C2N=C(N(C2=NC(=N1)F)CCNS(=O)(=O)CC)CC=1C=C2C(CCC2=CC1I)=O